Cl.N[C@H](C(=O)OC)C(C)C methyl L-2-aminoisovalerate hydrochloride